β-methylarginine CC([C@H](N)C(=O)O)CCNC(N)=N